N[C@@H](C(=O)NCCNC(C1=C(C=C(C=C1)NC=1C=2N(C=CN1)C(=CN2)C2=C(C(=C(C=C2)OC2=NC=CC=N2)F)F)CC)=O)CCCNC(=N)N N-[2-[[(2R)-2-amino-5-guanidino-pentanoyl]amino]ethyl]-4-[[3-(2,3-difluoro-4-pyrimidin-2-yloxy-phenyl)imidazo[1,2-a]pyrazin-8-yl]amino]-2-ethyl-benzamide